trans-3-[[4-(4-Chlorophenyl)-5-(4-pyridin-2-yloxycyclohexyl)-1,2,4-triazol-3-yl]methyl]-1,2-oxazole ClC1=CC=C(C=C1)N1C(=NN=C1[C@@H]1CC[C@H](CC1)OC1=NC=CC=C1)CC1=NOC=C1